2-(3-(1-acetylpiperidin-4-yl)-5'-fluoro-1'-methyl-1H,1'H-[4,6'-biindazol]-1-yl)-N-((5-hydroxy-6-methoxypyridin-2-yl)methyl)acetamide C(C)(=O)N1CCC(CC1)C1=NN(C=2C=CC=C(C12)C1=C(C=C2C=NN(C2=C1)C)F)CC(=O)NCC1=NC(=C(C=C1)O)OC